4-[3-(5-fluoro-2-pyridinyl)-1-methyl-pyrazol-4-yl]-1,6-naphthyridine FC=1C=CC(=NC1)C1=NN(C=C1C1=CC=NC2=CC=NC=C12)C